(S)-N-(1-cyanopropyl)-4-(5-methyl-2-((1-(piperidin-4-yl)-1H-pyrazol-4-yl)amino)pyrimidin-4-yl)benzamide C(#N)[C@H](CC)NC(C1=CC=C(C=C1)C1=NC(=NC=C1C)NC=1C=NN(C1)C1CCNCC1)=O